CC(C(=O)[O-])(CCCCCCCC)C.[Sn+4].CC(C(=O)[O-])(CCCCCCCC)C.CC(C(=O)[O-])(CCCCCCCC)C.CC(C(=O)[O-])(CCCCCCCC)C tin dimethyldecanoate